C1(=CC=CC=C1)N1C(N=NC1=O)=O 4-phenyl-1,2,4-triazolin-3,5-dione